8-methyl-6-(2-morpholinoethyl)-2-[4-(trifluoromethyl)-2-pyridinyl]-3H-quinazolin-4-one CC=1C=C(C=C2C(NC(=NC12)C1=NC=CC(=C1)C(F)(F)F)=O)CCN1CCOCC1